C(CN1C(=NC2=C1C=CC(=C2)C(N)=O)C=2C1=C(SC2C(=O)O)C=CC=C1)N1C(=NC2=C1C=CC(=C2)C(N)=O)C=2C1=C(SC2C(=O)O)C=CC=C1 3,3'-(Ethane-1,2-diylbis(5-carbamoyl-1H-benzo[d]imidazole-1,2-diyl))bis(benzo[b]thiophene-2-carboxylic acid)